C(CCCCCCCCCCCCCCCCC)(=O)O.O water stearate